(2S,4aS,4bS,6aR,7R,10aS,10bR,12aS)-7-((R)-4-(1-hydroxy-4,4-dimethylcyclohexyl)butan-2-yl)-4a,6a-dimethyl-2-(trifluoromethyl)octadecahydrochrysen-2-ol OC1(CCC(CC1)(C)C)CC[C@@H](C)[C@@H]1[C@]2(CC[C@@H]3[C@]4(CC[C@@](C[C@@H]4CC[C@H]3[C@@H]2CCC1)(O)C(F)(F)F)C)C